BrC1=C2C(=NC(=NC2=C(C=C1F)F)SC)O 5-bromo-6,8-difluoro-2-(methylthio)quinazolin-4-ol